FC1(C(C1)C1=CC=CC(=N1)C(=O)NC=1C(=C(C=2N(C1)C=C(N2)C2CCNCC2)F)C(C)(C)O)F 6-(2,2-difluorocyclopropyl)-N-(8-fluoro-7-(2-hydroxypropane-2-yl)-2-(piperidin-4-yl)imidazo(1,2-a)pyridin-6-yl)picolinamide